C(C)OC1=NN(C(=C1I)CO)CC(=O)OCC ethyl 2-[3-ethoxy-5-(hydroxymethyl)-4-iodo-pyrazol-1-yl]acetate